tert-butyl (3r,4r)-4-amino-3-methylpiperidine-1-carboxylate N[C@H]1[C@@H](CN(CC1)C(=O)OC(C)(C)C)C